NC1=CC=C2C=CC=C3C4=CC=CC5=CC=CC(C1=C23)=C45 amino-perylene